COC1=NC=C(C2=C1N=C(S2)NC(=O)N2C[C@@]1(CC2)COCCC1)C=1C=NN(C1)C (R)-7-Oxa-2-aza-spiro[4.5]decane-2-carboxylic acid [4-methoxy-7-(1-methyl-1H-pyrazol-4-yl)-thiazolo[4,5-c]pyridin-2-yl]-amide